N-(4-Phenylthiazol-2-yl)-3-(2,2,2-trifluoroacetamido)thiophene-2-carboxamide C1(=CC=CC=C1)C=1N=C(SC1)NC(=O)C=1SC=CC1NC(C(F)(F)F)=O